BrC1=CC=C(C=C1)[C@@]12[C@@H]([C@@H]([C@@](C3=NN(C=C3O1)C)(C2=O)O)C(=O)OC)C2=CC=CC=C2 |&1:7| rac-methyl (6S,7S,8R)-5-(4-bromophenyl)-8-hydroxy-2-methyl-9-oxo-6-phenyl-5,6,7,8-tetrahydro-2H-5,8-methanooxepino[3,2-c]pyrazole-7-carboxylate